C1(=CC=CC2=CC=CC=C12)C(=O)[O-].[Na+] sodium naphthalenate